CS(=O)(=O)N1CCC(CC1)COC1=CC=C(C2=C1S(CC2)(=O)=O)CN2CC1=CC=C(C=C1C2)C#N 2-((7-((1-(methylsulfonyl)piperidin-4-yl)methoxy)-1,1-dioxo-2,3-dihydrobenzo[b]thiophen-4-yl)methyl)isoindoline-5-carbonitrile